C(C)(=O)O[C@H]1CN(CCC1)C=1C(=NC(=CC1)C=1N=NN(C1COC1OCCCC1)C)CC ((3R)-1-(2-ethyl-6-(1-methyl-5-(((tetrahydro-2H-pyran-2-yl) oxy) methyl)-1H-1,2,3-triazol-4-yl) pyridin-3-yl) piperidin-3-yl) acetate